(1R,2S)-2-((6-(2-(ethoxymethoxy)-4-(prop-1-yn-1-yl)phenyl)-5-methylpyridazin-3-yl)amino)-1-methylcyclohexane-1-ol C(C)OCOC1=C(C=CC(=C1)C#CC)C1=C(C=C(N=N1)N[C@@H]1[C@@](CCCC1)(O)C)C